2,6-difluoro-3-nitrophenyl ethyl carbonate C(OC1=C(C(=CC=C1F)[N+](=O)[O-])F)(OCC)=O